BrC=1C=NC=CC1F 3-bromo-4-fluoro-pyridine